CC=1N=C(SC1C1=CC(=NC=C1)C(C)(C)C)C1N(CCC1)C(=O)N (4-methyl-5-(2-tert-butyl-pyridin-4-yl)thiazol-2-yl)pyrrolidine-1-carboxamide